O[C@@H]1CC[C@H](CC1)NC(=O)C=1C=NC=NC1 N-(trans-4-hydroxycyclohexyl)pyrimidine-5-carboxamide